ClC1=CC2=C3C=4N(C[C@H](OC4N=C2C(=C1C1=C2C=NNC2=CC=C1C)F)CN(C)C)C[C@H]1CN[C@@H](CN13)C (2R,4aR,7R)-12-chloro-7-((dimethylamino)methyl)-10-fluoro-2-methyl-11-(5-methyl-1H-indazol-4-yl)-2,3,4,4a,6,7-hexahydro-8-oxa-3,5a,9,13c-tetraazanaphtho[3,2,1-de]anthracene